C(C1=CC=CC=C1)OC[C@@H]1COCC(N1)=O (R)-5-((benzyloxy)methyl)morpholin-3-one